Cl.N1=CN=C(C2=C1C1=CC=C(C2)N1)N 5H-6,9-epiminocyclohepta[d]pyrimidin-4-amine hydrochloride